(5R)-6-(5H-imidazo[5,1-a]isoindol-5-yl)-5,6,7,8-tetrahydroquinoxalin-5-ol C=1N=CN2C1C1=CC=CC=C1C2C2[C@H](C=1N=CC=NC1CC2)O